gamma-(4-chloro-benzyl)-proline ClC1=CC=C(CC2C[C@H](NC2)C(=O)O)C=C1